ClC=1C=C(C=NC1N1N=CC=N1)NC(=O)C1=C(C(=NS1)C1=C2C=CC(NC2=CC=C1)=O)C(F)(F)F N-(5-CHLORO-6-(2H-1,2,3-TRIAZOL-2-YL)PYRIDIN-3-YL)-3-(2-OXO-1,2-DIHYDROQUINOLIN-5-YL)-4-(TRIFLUORO-METHYL)ISOTHIAZOLE-5-CARBOXAMIDE